ClC1=NC=C2N(C(N(C2=N1)C1CC2(COC2)C1)=O)C 2-chloro-7-methyl-9-(2-oxaspiro[3.3]heptan-6-yl)-7,9-dihydro-8H-purin-8-one